CN(C)CC1=C(C=CC(=N1)NC=1C=CC(=C2CNC(C12)=O)C1=CN=C2N1C=CC(=C2)F)[C@H]2CC(N(CC2)C)=O (R)-7-((6-((dimethylamino)-methyl)-5-(1-methyl-2-oxopiperidin-4-yl)pyridin-2-yl)amino)-4-(7-fluoroimidazo[1,2-a]pyridin-3-yl)isoindolin-1-one